(R)-2-(4-cyclopropyl-6-methoxypyrimidin-5-yl)-9-(1-(4-(1-ethyl-4-(trifluoromethyl)-1H-imidazol-2-yl)phenyl)ethyl)-7H-purin-8(9H)-imine C1(CC1)C1=NC=NC(=C1C1=NC=C2NC(N(C2=N1)[C@H](C)C1=CC=C(C=C1)C=1N(C=C(N1)C(F)(F)F)CC)=N)OC